(2S,4R)-4-hydroxy-2-({(1R)-2-hydroxy-1-[4-(4-methyl-1,3-thiazol-5-yl)phenyl]ethyl}carbamoyl)pyrrolidine Hydrogen chloride Cl.O[C@@H]1C[C@H](NC1)C(N[C@@H](CO)C1=CC=C(C=C1)C1=C(N=CS1)C)=O